C(C)(C)(C)OP(=O)(OC(C)(C)C)OCN1N=C(N=C1C1=CC(=NN1CC)C)C1=C2C=NN(C2=CC(=C1)C(=O)O)C 4-[1-{[(di-tert-butoxyphosphoryl)oxy]methyl}-5-(1-ethyl-3-methyl-1H-pyrazol-5-yl)-1H-1,2,4-triazol-3-yl]-1-methyl-1H-indazole-6-carboxylic acid